O=C1C2=C(N=C(N1)C1C(CC1)N1N=C(C=C1)C(F)(F)F)N(N=C2C#N)[C@@H](C)C=2C=NC(=CC2)C(F)(F)F 4-oxo-6-(2-(3-(trifluoromethyl)-1H-pyrazol-1-yl)cyclobutyl)-1-((S)-1-(6-(trifluoromethyl)pyridin-3-yl)ethyl)-4,5-dihydro-1H-pyrazolo[3,4-d]pyrimidine-3-carbonitrile